CC=1N=C2N(N=C(C=C2C)C=2N=C3N(C(C2)=O)C=C(S3)N3C[C@H](CC3)N3CCCC3)C1 7-(2,8-dimethylimidazo[1,2-b]pyridazin-6-yl)-2-[(3S)-3-pyrrolidin-1-ylpyrrolidin-1-yl]thiazolo[3,2-a]pyrimidin-5-one